BrC1=C(C=CC=C1)C1=C(C(=C(C(=C1F)F)F)F)F 2'-bromo-2,3,4,5,6-pentafluoro-1,1'-biphenyl